(1s,3s)-3-fluorocyclobutane-1-amine FC1CC(C1)N